bis(cyclopentadienyl)phenoxytitanium chloride [Cl-].C1(C=CC=C1)[Ti+](OC1=CC=CC=C1)C1C=CC=C1